BrC1=CC=C(OC[C@H](CO)O)C=C1 (S)-3-(4-bromophenoxy)propane-1,2-diol